tert-butyl (R)-3-(((R)-2-hydroxy-3-(methylamino)-3-oxopropyl) ((S)-1-(4-(methylsulfonyl) phenyl) ethyl) carbamoyl)-6-methyl-2,4,6,7-tetrahydro-5H-pyrazolo[4,3-c]pyridine-5-carboxylate O[C@H](CN(C(=O)C=1NN=C2C1CN([C@@H](C2)C)C(=O)OC(C)(C)C)[C@@H](C)C2=CC=C(C=C2)S(=O)(=O)C)C(=O)NC